C1(=CC=CC2=CC(=CC=C12)N)N 1,6-naphthalenediamine